N-((3R,4R,5S)-4-hydroxy-5-(10H-phenoxazin-10-yl)tetrahydro-2H-pyran-3-yl)-N'-propyl-4-(trifluoromethoxy)benzenesulfonimidoamide O[C@H]1[C@@H](COC[C@@H]1N1C2=CC=CC=C2OC=2C=CC=CC12)NS(=O)(=NCCC)C1=CC=C(C=C1)OC(F)(F)F